FC1=C(C=CC=C1[C@](C(=O)NNC)(CCCC(CS(=O)(=O)CCO)(C)C)C)C[C@@H](C(=O)OC)C methyl (S)-3-(2-fluoro-3-((R)-7-((2-hydroxyethyl)sulfonyl)-2,6,6-trimethyl-1-(2-methylhydrazineyl)-1-oxoheptan-2-yl)phenyl)-2-methylpropanoate